2-Chloro-5-{[(3-hydroxy-2,2-dimethylpropanoyl)amino]methyl}-N-[1-(1,3-thiazol-4-yl)-1H-indazole-4-yl]benzamide ClC1=C(C(=O)NC2=C3C=NN(C3=CC=C2)C=2N=CSC2)C=C(C=C1)CNC(C(CO)(C)C)=O